1-[4-(n-decyl)phenyl]-1-(4'-dimethylsilanylphenyl)ethylene C(CCCCCCCCC)C1=CC=C(C=C1)C(=C)C1=CC=C(C=C1)[SiH](C)C